(R)-1-(4-(((trans)-2-phenylcyclopropyl)amino)cyclohexyl)pyrrolidin-3-amine C1(=CC=CC=C1)[C@H]1[C@@H](C1)NC1CCC(CC1)N1C[C@@H](CC1)N